CC1=CCC(C=C1)=[N+]=[N-] 4-Methyldiazobenzene